3-(4-(((2R,3S)-1-(5-((tert-butoxycarbonyl)amino)pentanoyl)-3-((N,N-dimethylsulfamoyl)(4-methoxybenzyl)amino)pyrrolidin-2-yl)methoxy)cyclohexyl)phenyl trifluoromethanesulfonate FC(S(=O)(=O)OC1=CC(=CC=C1)C1CCC(CC1)OC[C@@H]1N(CC[C@@H]1N(CC1=CC=C(C=C1)OC)S(N(C)C)(=O)=O)C(CCCCNC(=O)OC(C)(C)C)=O)(F)F